tert-butyl (R)-4-((S)-2-fluoro-3-hydroxypropyl)-2,2-dimethyloxazolidine-3-carboxylate F[C@@H](C[C@H]1N(C(OC1)(C)C)C(=O)OC(C)(C)C)CO